1-(2-fluoro-4-(5-(2-(2-fluoro-5-(trifluoromethoxy)phenyl)acetamido)-1,3,4-thiadiazol-2-yl)butyl)-N-(pyridin-2-ylmethyl)-1H-1,2,3-triazole-4-carboxamide FC(CN1N=NC(=C1)C(=O)NCC1=NC=CC=C1)CCC=1SC(=NN1)NC(CC1=C(C=CC(=C1)OC(F)(F)F)F)=O